3-hydroxy-1-(7-(4-(trifluoromethyl)phenoxy)-3,4-dihydroisoquinolin-2(1H)-yl)-propan-1-one OCCC(=O)N1CC2=CC(=CC=C2CC1)OC1=CC=C(C=C1)C(F)(F)F